CN1N=C(C(=C1)C=O)C1=CC=C(C=C1)C(F)(F)F 1-methyl-3-(4-(trifluoromethyl)phenyl)-1H-pyrazole-4-carbaldehyde